NC=1C(=C(C=C2C=C(N=CC12)NC(OC1CC(C1)OC)=O)C1=C(C2=C(OCCN2)N=C1)C)F (1r,3r)-3-methoxycyclobutyl (8-amino-7-fluoro-6-(8-methyl-2,3-dihydro-1H-pyrido[2,3-b][1,4]oxazin-7-yl)isoquinolin-3-yl)carbamate